NCC(C[C@H]1N(C(OC1)(C)C)C(=O)OC(C)(C)C)F tert-butyl (4R)-4-(3-amino-2-fluoropropyl)-2,2-dimethyloxazolidine-3-carboxylate